COC1=CN=CC(=N1)[C@H]1N(OCC1)C(=O)[C@@H]1CC[C@H](CC1)CN1N=CC2=NC=C(C=C21)C#N trans-1-[[4-[(3S)-3-(6-methoxypyrazin-2-yl)isoxazolidine-2-carbonyl]cyclohexyl]methyl]pyrazolo[4,3-b]pyridine-6-carbonitrile